ClC1=CC(=C(C=N1)C=1N=CC(=NC1)OC1CCN(CC1)C(=O)OC(C)(C)C)F tert-Butyl 4-((5-(6-chloro-4-fluoropyridin-3-yl)pyrazin-2-yl)oxy)piperidine-1-carboxylate